3-(tert-butyl)-4-(methoxy)phenolate C(C)(C)(C)C=1C=C(C=CC1OC)[O-]